O=C1NC(CCC1N1C(C2=CC=C(C=C2C1=O)CN1CCN(CC1)C1=NNC2=CC(=CC=C12)F)=O)=O 2-(2,6-dioxopiperidin-3-yl)-5-((4-(6-fluoro-1H-indazol-3-yl)piperazin-1-yl)methyl)isoindoline-1,3-dione